8-(1,1':4',1''-terphenyl-3-yl)-4-[3-(dibenzothiophen-4-yl)phenyl]-benzofuro[3,2-d]pyrimidine C1(=CC(=CC=C1)C=1C=CC2=C(C1)C=1N=CN=C(C1O2)C2=CC(=CC=C2)C2=CC=CC1=C2SC2=C1C=CC=C2)C2=CC=C(C=C2)C2=CC=CC=C2